2-(4-cyclopropyl-1H-imidazol-1-yl)-5-(6-(4-isopropyl-4H-1,2,4-triazol-3-yl)pyridin-2-yl)-6,6-dimethyl-5,6-dihydro-4H-thieno[2,3-c]pyrrol-4-one C1(CC1)C=1N=CN(C1)C1=CC2=C(C(N(C2=O)C2=NC(=CC=C2)C2=NN=CN2C(C)C)(C)C)S1